1-(3-(aminomethyl)phenyl)-N-(3-cyclopropyl-5-((cyclopropylmethylamino)(phenyl)methyl)phenyl)-3-(trifluoromethyl)1H-pyrazole-5-carboxamide NCC=1C=C(C=CC1)N1N=C(C=C1C(=O)NC1=CC(=CC(=C1)C(C1=CC=CC=C1)NCC1CC1)C1CC1)C(F)(F)F